4-((4-Hydroxy-4-(trifluoromethyl)cyclohexyl)amino)-N-(4-(4-methylpiperazin-1-yl)phenyl)-2-oxo-1,2-dihydropyridine-3-carboxamide OC1(CCC(CC1)NC1=C(C(NC=C1)=O)C(=O)NC1=CC=C(C=C1)N1CCN(CC1)C)C(F)(F)F